N-[rel-(15aS,16R)-13,17,17-trifluoro-7-methyl-1-oxo-2,3,15a,16,17,18-hexahydro-1H,15H-4,8-(azeno)-14,10-(metheno)pyrrolo[1,2-j][1,8,10]oxadiazacycloheptadecin-16-yl]ethanesulfonamide FC1=C2C[C@@H]3N(C(NCC=4C=CC(=C(OC(C=C1)=C2)N4)C)=O)CC([C@@H]3NS(=O)(=O)CC)(F)F |o1:4,24|